C(C)(=O)C1=NN(C2=CC=C(C=C12)C=1C=NC=CC1)CC(=O)O (3-acetyl-5-(pyridin-3-yl)-1H-indazol-1-yl)acetic acid